COC(=O)[C@@H]1CC[C@H](CC1)C(=O)O trans-4-(methoxycarbonyl)cyclohexanecarboxylic acid